Cl.NC(C(=O)C1N(CCNC1)C(=O)NC1=NC(N(C=C1)C1=CC=2CCC(CC2C=C1)N[C@@H]1C[C@H](CC1)N)=O)(C)C (2-amino-2-methylpropanoyl)-N-(1-(6-(((1S,3S)-3-aminocyclopentyl)amino)-5,6,7,8-tetrahydronaphthalen-2-yl)-2-oxo-1,2-dihydropyrimidin-4-yl)piperazine-1-carboxamide hydrochloride